O1COCC2=C1C=CC=C2CC(=O)C2=CC(=C(C(=C2)OC)OC)OC 2-(benzo[d][1,3]dioxin-5-yl)-1-(3,4,5-trimethoxyphenyl)ethan-1-one